4-((2S,5R)-4-((S)-(3,3-difluorocyclobutyl)(3,4-difluorophenyl)methyl)-2,5-dimethylpiperazin-1-yl)-2-methyl-1-(((S)-tetrahydrofuran-2-yl)methyl)-1H-[1,2,4]triazolo[3,4-b]purine FC1(CC(C1)[C@H](N1C[C@@H](N(C[C@H]1C)C=1C=2N=C(N(C2N2C(N1)=NN=C2)C[C@H]2OCCC2)C)C)C2=CC(=C(C=C2)F)F)F